ClC1=C(C=CC=C1Cl)C=1OC(=C(N1)C#N)NC 2-(2,3-dichlorophenyl)-5-(methylamino)-1,3-oxazole-4-carbonitrile